2-((E)-2-(2-(3-fluorophenyl)hydrazono)ethylidene)-1,1-dimethylhydrazine FC=1C=C(C=CC1)N\N=C\C=NN(C)C